1-[6-[5-methoxy-6-[(6-methylpyridazin-3-yl)amino]benzimidazol-1-yl]-3-[rac-(2R,4R)-4-fluorooxolan-2-yl]pyridin-2-yl]-5-methylpyrazole-3-carbonitrile COC1=CC2=C(N(C=N2)C2=CC=C(C(=N2)N2N=C(C=C2C)C#N)[C@@H]2OC[C@@H](C2)F)C=C1NC=1N=NC(=CC1)C |r|